ClC1=C(CNCC=2C(=CC(=NC2)C(=O)OC)OC)C=CC=C1Cl methyl 5-(((2,3-dichlorobenzyl) amino) methyl)-4-methoxypicolinate